[Si](C)(C)(C(C)(C)C)O[C@H]1CCN2C1=NN=C2 (S)-7-((tert-butyldimethylsilyl)oxy)-6,7-dihydro-5H-pyrrolo[2,1-c][1,2,4]triazole